dimethyl-λ6-sulfane C[SH4]C